The molecule is the D-enantiomer of homoserine. It is a homoserine and a D-alpha-amino acid. It is an enantiomer of a L-homoserine. It is a tautomer of a D-homoserine zwitterion. C(CO)[C@H](C(=O)O)N